4-fluoro-4'-(methoxy)-1,1'-biphenyl FC1=CC=C(C=C1)C1=CC=C(C=C1)OC